FC1=CC=C(C=C1)C=1NC(=C(C1)C(=O)NCCN1CCN(CC1)C)C1=CC=CC=C1 (4-fluorophenyl)-N-(2-(4-methylpiperazin-1-yl)ethyl)-5-phenylAzole-4-carboxamide